4-((1,3-dihydro-2H-benzo[d]imidazol-2-ylidene)amino)-N-(4-((1,3-dihydro-2H-benzo[d]imidazol-2-ylidene)amino)phenyl)benzamide N1C(NC2=C1C=CC=C2)=NC2=CC=C(C(=O)NC1=CC=C(C=C1)N=C1NC3=C(N1)C=CC=C3)C=C2